N-(2-cyclopropyl-5-((3S,5R)-3,5-dimethyl-4-(oxetan-3-yl)piperazin-1-yl)pyridin-3-yl)-6-(1-(2,2,2-trifluoroethyl)-1H-pyrazol-4-yl)picolinamide C1(CC1)C1=NC=C(C=C1NC(C1=NC(=CC=C1)C=1C=NN(C1)CC(F)(F)F)=O)N1C[C@@H](N([C@@H](C1)C)C1COC1)C